ClC1=NC(=NC(=C1)Cl)CC#N 2-(4,6-dichloropyrimidin-2-yl)acetonitrile